2-(3-vinyl-4,4-difluoropiperidin-1-yl)-6-methylpyrimidin-4-amine C(=C)C1CN(CCC1(F)F)C1=NC(=CC(=N1)N)C